C(C)C(COC(=O)C1=CC=2C(=NN(N2)C2=C(C=C(C=C2)OC)O)C=C1)CCCC 2-(2-hydroxy-4-methoxyphenyl)-2H-benzotriazole-5-carboxylic acid-2-ethylhexyl ester